1-(4-aminophenyl)-1,3,3-trimethyl-inden-5-amine NC1=CC=C(C=C1)C1(CC(C2=CC(=CC=C12)N)(C)C)C